3-(p-methoxyphenyl)propylmethyldichlorosilane methyl-(S)-5-(((benzyloxy)carbonyl)amino)-2-diazo-6-methoxy-3-oxohexanoate COC(C(C(C[C@@H](COC)NC(=O)OCC1=CC=CC=C1)=O)=[N+]=[N-])=O.COC1=CC=C(C=C1)CCC[Si](Cl)(Cl)C